(rac)-N-butyl-N-(diethylphosphanyl)-2,5-diphenylphospholan-1-amine C(CCC)N(P1C(CCC1C1=CC=CC=C1)C1=CC=CC=C1)P(CC)CC